(2-(((tert-butoxycarbonyl)amino)methyl)pyridin-3-yl)boronic acid C(C)(C)(C)OC(=O)NCC1=NC=CC=C1B(O)O